5-[(E)-2-methoxy-1-methyl-vinyl]pyridine-2-carbonitrile CO/C=C(\C)/C=1C=CC(=NC1)C#N